C(C)N1N=C2N=C(C=NC2=C1)N[C@@H](C)C=1C=C(C=CC1F)NC(CC1=CC(=CC=C1)C(F)(F)F)=O (S)-N-(3-(1-((2-ethyl-2H-pyrazolo[3,4-b]pyrazin-6-yl)amino)ethyl)-4-fluorophenyl)-2-(3-(trifluoromethyl)phenyl)acetamide